1-(cyclopropylmethyl)-N,N-bis[(4-methoxyphenyl)methyl]-1H-pyrazole-3-sulfonamide C1(CC1)CN1N=C(C=C1)S(=O)(=O)N(CC1=CC=C(C=C1)OC)CC1=CC=C(C=C1)OC